C(C1=CC=CC=C1)(=O)NC(C1=C(C=CC(=C1)OC1=CC=CC=C1)CCCC(=O)O)C(=O)O 4-(2-(benzamido(carboxy)methyl)-4-phenoxyphenyl)butanoic acid